4-(2-hydroxyprop-2-yl)picolinic acid OC(C)(C)C1=CC(=NC=C1)C(=O)O